N,N'-di-t-butoxycarbonyl-N'-(4-iodobenzyl)guanidine C(C)(C)(C)OC(=O)NC(=N)N(CC1=CC=C(C=C1)I)C(=O)OC(C)(C)C